FC=1C=C(C=CC1F)NC(=O)N1CC=2N(C[C@@H]1C)N=CC2C(=O)NC(COC)(C)C (S)-N5-(3,4-Difluorophenyl)-N3-(1-methoxy-2-methylpropan-2-yl)-6-methyl-6,7-dihydropyrazolo[1,5-a]pyrazine-3,5(4H)-dicarboxamide